[Ni].[Rn] radon nickel